C(C)(C)(C)OC(=O)N1CCC2(CCC[C@H]2N[C@H](C)C2=CC=C(C=C2)OC)CC1 (R)-1-((R)-1-(4-methoxyphenyl)ethylamino)-8-azaspiro[4.5]Decane-8-carboxylic acid tert-butyl ester